(2S)-4-(3-pyrrolidin-1-ylpropoxy)pyrrolidine-1,2-dicarboxylic acid O1-tert-butyl ester O2-[5-(1-octylnonyloxy)-5-oxo-pentyl] ester C(CCCCCCC)C(CCCCCCCC)OC(CCCCOC(=O)[C@H]1N(CC(C1)OCCCN1CCCC1)C(=O)OC(C)(C)C)=O